COC1=CC=C(C=C1)C1=CN=C2N1C=CN=C2NC2CN(CCC2)C(\C=C\C)=O (2E)-1-(3-{[3-(4-methoxyphenyl)imidazo[1,2-a]pyrazin-8-yl]amino}hexahydropyridin-1-yl)but-2-en-1-one